C(C(C)C)(=O)O[C@@H]1[C@](O[C@H](C1)N1C(N=C(C(=C1)F)N)=O)(COC(C(C)C)=O)CCl (2R,3S,5R)-5-(4-amino-5-fluoro-2-oxopyrimidin-1(2H)-yl)-2-(chloromethyl)-2-((isobutyryloxy)methyl)tetrahydrofuran-3-yl isobutyrate